FC=1C=NNC1C(=O)O 4-fluoro-1H-pyrazole-5-carboxylic acid